COC=1C=C(C=CC1OC)[C@@]12CCN([C@H]2C=C(CC1)OP1(OCC2(CC2)CO1)=O)C 6-(((3aS,7aS)-3a-(3,4-dimethoxyphenyl)-1-methyl-2,3,3a,4,5,7a-hexahydro-1H-indol-6-yl)oxy)-5,7-dioxa-6-phosphaspiro[2.5]octane 6-oxide